C12CN(CC2C1)C1=NC=C(C=N1)CN1N=CC(=C1)C(=O)N[C@@H]1C[C@@H](C1)C1=C(C=CC(=C1)Cl)C#N 1-((2-(3-Azabicyclo[3.1.0]hexan-3-yl)pyrimidin-5-yl)methyl)-N-((cis)-3-(5-chloro-2-cyanophenyl)cyclobutyl)-1H-pyrazole-4-carboxamide